C(CC1=CC=CC=C1)N1C[C@@H](C([C@@H](C1)O)O)O (3S,4r,5R)-1-phenethylpiperidine-3,4,5-triol